FC1=CC=CC=2C(=N[C@@H](C(NC21)=O)NC(=O)C=2C(=NN1C2N=CC=C1)C=1C=NC(=CC1)N1[C@H](COCC1)C)C1=CC=CC=C1 N-[(3S)-9-fluoro-2-oxo-5-phenyl-2,3-dihydro-1H-1,4-benzodiazepine-3-Yl]-2-{6-[(3S)-3-methylmorpholin-4-yl]pyridin-3-yl}pyrazolo[1,5-a]pyrimidine-3-carboxamide